3-cyclopropyl-7-isopropyl-6,7-dihydroisoxazolo[4'',3'':6',7']cyclohepta[1',2':4,5]pyrrolo[2,3-d]pyrimidin-11-amine C1(CC1)C=1ON=C2C1C=CCC1=C2C2=C(N=CN=C2N)N1C(C)C